1-{4-[5-(2-Chloro-biphenyl-4-yl)-[1,2,4]-oxadiazol-3-yl]-benzyl}-4-(4-fluoro-benzyl)-piperidine-4-carboxylic acid ClC1=C(C=CC(=C1)C1=NC(=NO1)C1=CC=C(CN2CCC(CC2)(C(=O)O)CC2=CC=C(C=C2)F)C=C1)C1=CC=CC=C1